1-butyl-tris(t-butoxy)tin C(CCC)[Sn](OC(C)(C)C)(OC(C)(C)C)OC(C)(C)C